N=1NN=NC1C1=C(C(=O)[O-])C=CC=C1 2-(2H-tetrazol-5-yl)benzoate